3-chloro-5-((2,4-dichlorophenylimino)-methyl)phenyl nicotinate C(C1=CN=CC=C1)(=O)OC1=CC(=CC(=C1)C=NC1=C(C=C(C=C1)Cl)Cl)Cl